N-isopropyl-8-[4-(trifluoromethyl)phenoxy]quinoline C(C)(C)N1CC=CC2=CC=CC(=C12)OC1=CC=C(C=C1)C(F)(F)F